methyl 3-((S)-1-((R)-2-(2-naphthoylamino)-3-cyclohexylpropionyl) pyrrolidine-2-carboxamido)-2-hydroxy-4-methylpentanoate C1=C(C=CC2=CC=CC=C12)C(=O)N[C@@H](C(=O)N1[C@@H](CCC1)C(=O)NC(C(C(=O)OC)O)C(C)C)CC1CCCCC1